CC1=C(C=CC=C1)C(C=O)C 2-(2-methylphenyl)propan-1-one